4,5-bis(4-fluorophenyl)-1H-imidazole FC1=CC=C(C=C1)C=1N=CNC1C1=CC=C(C=C1)F